N-(tert-butoxycarbonyl)-S-(benzenesulfonyl)-D-cysteine methyl ester COC([C@H](NC(=O)OC(C)(C)C)CSS(=O)(=O)C1=CC=CC=C1)=O